Iodo-indolo[2,3-b]quinoline IC1=C2C=C3C(NC2=CC=C1)=NC=1C=CC=CC13